FC1=CC=C(C(=O)NC2=NC=C(N=C2)C2=NC=CC=C2)C=C1 4-fluoro-N-(5-(pyridin-2-yl)pyrazin-2-yl)benzamide